8-amino-7-(3-methoxy-2,6-dimethylphenyl)-7H-imidazo[1,2-c]pyrrolo[3,2-e]pyrimidine-9-Carbonitrile NC1=C(C=2C=3N(C=NC2N1C1=C(C(=CC=C1C)OC)C)C=CN3)C#N